5-(1-(2,2-difluoroethyl)-2-methyl-1H-benzo[d]imidazol-6-yl)-6-fluoro-N-((3S,4R)-3-fluoro-1-(oxetan-3-yl)piperidin-4-yl)-4-(methoxy-d3)pyrrolo[2,1-f][1,2,4]triazin-2-amine FC(CN1C(=NC2=C1C=C(C=C2)C=2C(=CN1N=C(N=C(C12)OC([2H])([2H])[2H])N[C@H]1[C@H](CN(CC1)C1COC1)F)F)C)F